COC(C1=C(C=C(C=C1O)OCCCCF)C=CC1=CC=C(C=C1)F)=O methyl-4-(4-fluorobutoxy)-2-(4-fluorostyryl)-6-hydroxybenzoate